C(C)(C)(C)OC(=O)N1C(C2(C1)CNC2)C2=NC=C(C=N2)C#CC2=CC1=C(N(C(N1C)=O)C1C(NC(CC1)=O)=O)C=C2 (5-((1-(2,6-dioxopiperidin-3-yl)-3-methyl-2-oxo-2,3-dihydro-1H-benzo[d]imidazol-5-yl)ethynyl)pyrimidin-2-yl)-2,6-diazaspiro[3.3]heptane-2-carboxylic acid tert-butyl ester